2-bromo-6-(1-methylhydrazino)pyridine BrC1=NC(=CC=C1)N(N)C